1-(dimethoxymethylsilyl)-1-(trimethoxysilyl)methane COC(OC)[SiH2]C[Si](OC)(OC)OC